N1-(4-((2-Ethyl-4-phenylthiazol-5-yl)oxy)pyridin-2-yl)-N4-(2-(4-ethylpiperazin-1-yl)ethyl)benzene-1,4-diamine C(C)C=1SC(=C(N1)C1=CC=CC=C1)OC1=CC(=NC=C1)NC1=CC=C(C=C1)NCCN1CCN(CC1)CC